4-((2-cyanophenyl)thio)-6-(6-(dimethylamino)pyridin-3-yl)pyrazolo[1,5-a]pyridine-3-carbonitrile C(#N)C1=C(C=CC=C1)SC=1C=2N(C=C(C1)C=1C=NC(=CC1)N(C)C)N=CC2C#N